CO[Si](CCCNCCC[Si](O[Si](O[Si](O[Si](O[Si](O[Si](OC)(OC)CCCNCCC[Si](OC)(OC)OC)(C=C)C)(C)C)(C)C)(C)C)(OC)OC)(OC)OC 1,11-bis(3-trimethoxysilylpropylaminopropyl)-1,1,11,11-tetramethoxy-3,3,5,5,7,7,9-heptamethyl-9-vinylhexasiloxane